3-(5-(1-(3-methoxycyclobutyl)-4-(pyrrolidin-1-ylmethyl)-1H-pyrrolo[2,3-b]pyridin-6-yl)-1-oxoisoindolin-2-yl)piperidine-2,6-dione COC1CC(C1)N1C=CC=2C1=NC(=CC2CN2CCCC2)C=2C=C1CN(C(C1=CC2)=O)C2C(NC(CC2)=O)=O